[C@@H]12N(C[C@@H](NC1)C2)C(=O)OC(C)(C)C tert-butyl (1S,4S)-2,5-diazabicyclo[2.2.1]heptane-2-carboxylate